ClC1=C(OCC2=NC=CC(=C2)CC2(CCN(CC2)CC2=NC3=C(N2CC2=CN=CN2CC)C=C(C=C3)C(=O)O)CO)C=CC(=C1)Cl 2-((4-((2-((2,4-Dichlorophenoxy)methyl)pyridin-4-yl)methyl)-4-(hydroxymethyl)piperidin-1-yl)methyl)-1-((1-ethyl-1H-imidazol-5-yl)methyl)-1H-benzo[d]imidazole-6-carboxylic acid